2-(4-methoxycarbonylphenyl)acetic acid COC(=O)C1=CC=C(C=C1)CC(=O)O